S1C(=NC=C1)C(=O)O [1,3]Thiazole-2-carboxylic acid